potassium borohydride salt [BH4-].[K+]